COC=1C=C(C=NC1OCC=1C=NC(=CC1)C)NC1=C(C=2N=C(C=NC2C=C1)N1CCOCC1)C#N 6-((5-methoxy-6-((6-methylpyridine-3-yl)methoxy)pyridine-3-yl)amino)-3-morpholinoquinoxaline-5-carbonitrile